(2S,4S)-4-(7-bromo-8-chloro-6-fluoro-4-(methylsulfanyl)-1H-pyrazolo[4,3-c]quinolin-1-yl)-2-(cyanomethyl)piperidine-1-carboxylic acid tert-butyl ester C(C)(C)(C)OC(=O)N1[C@@H](C[C@H](CC1)N1N=CC=2C(=NC=3C(=C(C(=CC3C21)Cl)Br)F)SC)CC#N